tert-butyl (3S)-3-[4-(4-bromo-3-cyano-pyrazolo[1,5-a]pyridin-6-yl)pyrazol-1-yl]piperidine-1-carboxylate BrC=1C=2N(C=C(C1)C=1C=NN(C1)[C@@H]1CN(CCC1)C(=O)OC(C)(C)C)N=CC2C#N